2-[3-acetyl-6-[6-(6-methylpyridazin-3-yl)oxypyrazolo[1,5-a]pyridin-3-yl]pyridin-2-yl]-5-(trifluoromethyl)pyrazole-3-carbonitrile C(C)(=O)C=1C(=NC(=CC1)C=1C=NN2C1C=CC(=C2)OC=2N=NC(=CC2)C)N2N=C(C=C2C#N)C(F)(F)F